FC(C1OCC2=C1N=C(N=C2)C(=O)N)(F)F 7-(trifluoromethyl)-5,7-dihydrofuro[3,4-d]Pyrimidine-2-carboxamide